C1(CCCCC1)NC(COC=1C=CC=C2C(=NN(C12)C)C1C(NC(CC1)=O)=O)=O N-Cyclohexyl-2-((3-(2,6-dioxopiperidin-3-yl)-1-methyl-1H-indazol-7-yl)oxy)-acetamide